[1,3-bis-(2,4,6-trimethylphenyl)-2-imidazolidinylidene]dichloro(benzylidene)(tricyclohexylphosphine) ruthenium(II) [Ru+2].CC1=C(C(=CC(=C1)C)C)N1C(N(CC1)C1=C(C=C(C=C1C)C)C)=C1C(C(C(CC1)(P(C1CCCCC1)C1CCCCC1)Cl)=CC1=CC=CC=C1)Cl